CN(C([C@H]([C@H](CC)C)NC(=O)[C@@H]1N(CCCC1)C)=O)[C@H](C[C@@H](O)C=1SC=C(N1)C(=O)O)C(C)C ((1R,3R)-3-((2S,3S)-N,3-dimethyl-2-((R)-1-methylpiperidine-2-carboxamido)pentanamido)-1-hydroxy-4-methylpentyl)thiazole-4-carboxylic acid